N[C@@H]1CN(CC[C@H]1F)C1=NC2=C(N1CC1=NC=C(C=N1)Cl)C=C(C=C2C#N)F 2-((3R,4R)-3-amino-4-fluoropiperidin-1-yl)-1-((5-chloropyrimidin-2-yl)methyl)-6-fluoro-1H-benzo[d]imidazole-4-carbonitrile